[Cl-].[Cl-].C[N+]1=CC=C(C=C1)C1=CC=[N+](C=C1)CCCCCCCCCCCCCC 1-methyl-1'-tetradecyl-4,4'-bipyridinium dichloride